Methyl 2-((2-Chloro-5-nitropyrimidin-4-yl)amino)-2-(2,6-difluorophenyl)acetate ClC1=NC=C(C(=N1)NC(C(=O)OC)C1=C(C=CC=C1F)F)[N+](=O)[O-]